3-(4-methoxyphenyl)-3-(4-morpholinophenyl)-6-methoxy-7-piperidino-11-(2-trifluoromethylphenyl)-13,13-dimethyl-3H,13H-indeno[2',3':3,4]naphtho[1,2-b]pyran COC1=CC=C(C=C1)C1(C=CC2=C(O1)C=1C=C(C(=CC1C1=C2C(C2=CC(=CC=C21)C2=C(C=CC=C2)C(F)(F)F)(C)C)N2CCCCC2)OC)C2=CC=C(C=C2)N2CCOCC2